4-(2,5-Dichlorophenyl)-5-phenyl-2-(3-thienyl)imidazole ClC1=C(C=C(C=C1)Cl)C=1N=C(NC1C1=CC=CC=C1)C1=CSC=C1